FC1(CCC(CC1)NC1=NC(=NC(=C1)N1CCOCC1)N1N=C(C=C1)O)F 1-(4-((4,4-difluorocyclohexyl)amino)-6-morpholinopyrimidin-2-yl)-1H-pyrazol-3-ol